benzyl (2S,4S)-2-(tert-butyl)-4-(2,2-diethoxyethyl)-5-oxooxazolidine-3-carboxylate C(C)(C)(C)[C@@H]1OC([C@@H](N1C(=O)OCC1=CC=CC=C1)CC(OCC)OCC)=O